C(C)OCC(COC1=CC=C(C=C1)OC1=CC=CC=C1)O 1-ethoxy-3-(4-phenoxyphenyl)oxy-2-propanol